bi-2-naphthol C1=CC=C2C(=C1)C=CC(=C2C3=C(C=CC4=CC=CC=C43)O)O